t-butyl (S)-4-(4-chloro-3-(4-hydroxypiperidin-1-yl)benzyl)-3-methylpiperazine-1-carboxylate ClC1=C(C=C(CN2[C@H](CN(CC2)C(=O)OC(C)(C)C)C)C=C1)N1CCC(CC1)O